(R)-tert-butyl 3-(2-((6-methyl-5-(2-(1-methyl-1H-pyrazol-4-yl)pyrazolo[5,1-b]thiazole-7-carboxamido)pyridin-3-yl)amino)-2-oxoethyl)pyrrolidine-1-carboxylate CC1=C(C=C(C=N1)NC(C[C@@H]1CN(CC1)C(=O)OC(C)(C)C)=O)NC(=O)C=1C=NN2C1SC(=C2)C=2C=NN(C2)C